C(CCCCCCC)/C(/C(=O)[O-])=C/C(=O)[O-].C(CCCCCCC)/C(/C(=O)[O-])=C/C(=O)[O-].C(CCCCCCC)[Sn+4]CCCCCCCC dioctyl-tin bis(octylmaleate)